F[C@@H]1[C@H](CN(CC1)C)NC=1C=2N(C=CC1)C(=C(N2)C#CCNC2=C(C=C(C(=O)NC)C=C2)OC)SC(F)(F)F 4-((3-(8-(((3S,4S)-4-fluoro-1-methylpiperidin-3-yl)amino)-3-((trifluoromethyl)thio)imidazo[1,2-a]pyridin-2-yl)prop-2-yn-1-yl)amino)-3-methoxy-N-methylbenzamide